4-morpholino-2-(3-(m-tolyl)-1H-pyrazol-1-yl)thieno[3,2-d]pyrimidin O1CCN(CC1)C=1C2=C(N=C(N1)N1N=C(C=C1)C=1C=C(C=CC1)C)C=CS2